N-(2-(2,6-dioxopiperidin-3-yl)-1,3-dioxoisoindolin-4-yl)-2-(2-((5-iodopentyl)oxy)-ethoxy)-acetamide O=C1NC(CCC1N1C(C2=CC=CC(=C2C1=O)NC(COCCOCCCCCI)=O)=O)=O